trinitrophenetol [N+](=O)([O-])C(COC1=CC=CC=C1)([N+](=O)[O-])[N+](=O)[O-]